N-(6-amino-5-ethyl-3-pyridyl)-2-oxo-2-[(2R,5S)-5-methyl-2-[2-(1-methyl-4-piperidyl)-3-oxo-isoindolin-5-yl]-1-piperidyl]acetamide NC1=C(C=C(C=N1)NC(C(N1[C@H](CC[C@@H](C1)C)C=1C=C2C(N(CC2=CC1)C1CCN(CC1)C)=O)=O)=O)CC